C(C)N1C(C(=CC2=CC(=C(C=C12)C)OC)Br)=O ethyl-3-bromo-6-methoxy-7-methylquinolin-2(1H)-one